((2-(((3S,6S,8aS)-3-(3-(1H-imidazol-1-yl)azetidine-1-carbonyl)-5-oxooctahydro-indolizin-6-yl)carbamoyl)benzo[b]thiophen-5-yl)difluoromethyl)phosphonic acid N1(C=NC=C1)C1CN(C1)C(=O)[C@@H]1CC[C@@H]2CC[C@@H](C(N12)=O)NC(=O)C1=CC2=C(S1)C=CC(=C2)C(F)(F)P(O)(O)=O